C(C)OC1=CC=C(C=C1)C1=CC(=CC=C1)C(C(=O)O)C 2-(4'-ethoxy-[1,1'-biphenyl]-3-yl)propionic acid